1-[2,4-bis(trifluoromethyl)benzyl]-4-cyano-1,2-phenylenediamine FC(C1=C(CC2(C(C=C(C=C2)C#N)N)N)C=CC(=C1)C(F)(F)F)(F)F